NC1=NN(C=C1C(=O)OCC)CCCNC(=O)OC(C)(C)C ethyl 3-amino-1-(3-((tert-butoxycarbonyl)amino)propyl)-1H-pyrazole-4-carboxylate